(3-Nitro-4-(piperidin-1-yl)phenyl)ethanone [N+](=O)([O-])C=1C=C(C=CC1N1CCCCC1)C(C)=O